3-fluoro-4-(2-(pyrrolidin-1-yl)ethoxy)phenethylcarbamic acid benzyl ester C(C1=CC=CC=C1)OC(NCCC1=CC(=C(C=C1)OCCN1CCCC1)F)=O